C(C1=CC=CC=C1)N1CCC(CC1)CCNC(=O)C1CCN(CC1)C1=NC=CC(=N1)C(F)(F)F N-[2-(1-benzylpiperidin-4-yl)ethyl]-1-[4-(trifluoromethyl)pyrimidin-2-yl]piperidine-4-carboxamide